2,3-Difluoro-5-(5-(4-(methylsulfonyl)piperazin-1-yl)benzo[d]oxazol-2-yl)phenol FC1=C(C=C(C=C1F)C=1OC2=C(N1)C=C(C=C2)N2CCN(CC2)S(=O)(=O)C)O